ClC=1C=C(CN2C(C(CC2)N2CCC(CC2)C2=CC3=C(NC(O3)=O)C=C2)=O)C=CC1OC(F)F 6-(1-(1-(3-chloro-4-(difluoromethoxy)benzyl)-2-oxopyrrolidin-3-yl)piperidin-4-yl)benzo[d]oxazol-2(3H)-one